OC1C(C(C=2C(C3(C(C(C12)=O)(C)O)CC3)(C)OC)O)(C)CO 1',3',6'-trihydroxy-2'-(hydroxymethyl)-4'-methoxy-2',4',6'-trimethyl-1',2',3',4'-tetrahydrospiro[cyclopropane-1,5'-inden]-7'(6'H)-one